3-fluorobicyclo[1.1.1]pentan-1-aminium chloride [Cl-].FC12CC(C1)(C2)[NH3+]